O.O.O.Cl.C(C)(C)N(CCNC(=O)C=1N=C(SC1)NC(C1=C(C=C(C(=C1)OC)OC)O)=O)C(C)C N-[2-(diisopropylamino)ethyl]-2-[(2-hydroxy-4,5-dimethoxybenzoyl)amino]-4-thiazolecarboxamide hydrochloride trihydrate